2-(6-hydroxypyridin-3-yl)-6-(3-methoxyphenyl)-5,7-dimethyl-2,6-dihydro-1H-pyrrolo[3,4-d]pyridazin-1-one OC1=CC=C(C=N1)N1N=CC=2C(C1=O)=C(N(C2C)C2=CC(=CC=C2)OC)C